ClC=1C=C(C=C2CCN(CC12)C[C@@H]1CCC(N1)=O)B1OC(C(O1)(C)C)(C)C (S)-5-((8-Chloro-6-(4,4,5,5-tetramethyl-1,3,2-dioxaborolan-2-yl)-3,4-dihydroisoquinolin-2(1H)-yl)methyl)pyrrolidin-2-one